2-(4-Methoxy-4-oxobutanoylamino)-3-methylbenzoic acid methyl ester COC(C1=C(C(=CC=C1)C)NC(CCC(=O)OC)=O)=O